7-(1-methyl-1H-pyrazol-4-yl)-4-(3-phenyl-1-(tetrahydro-2H-pyran-2-yl)-1H-pyrazol-4-yl)quinazoline CN1N=CC(=C1)C1=CC=C2C(=NC=NC2=C1)C=1C(=NN(C1)C1OCCCC1)C1=CC=CC=C1